(5-(pyridin-4-yl)isoxazol-3-yl)methanamine N1=CC=C(C=C1)C1=CC(=NO1)CN